ClC1=CC(=C(N=N1)C(=O)NN)NCC1CN(CCC1)C(=O)OC(C)(C)C tert-butyl 3-((6-chloro-3-(hydrazinecarbonyl)pyridazin-4-ylamino)methyl)piperidine-1-carboxylate